FC1=C(C=C(C(=C1)C1CCNCC1)F)C1C(NC(CC1)=O)=O 3-[2,5-difluoro-4-(4-piperidyl)phenyl]piperidine-2,6-dione